C1(=CC=CC=C1)CC(=O)NC1=NN=C(S1)NC1CCN(CC1)C1=NCN(S1)NC(=O)C=1C=NNC1 N-(5-(4-((5-(2-phenylacetamido)-1,3,4-thiadiazol-2-yl)amino)piperidine-1-yl)-1,2,4-thiadiazol-2-yl)-1H-pyrazole-4-carboxamide